BrC=1C(=C(C(=CC1)SC)C1=NOCC1)C 3-[3-bromo-2-methyl-6-(methylthio)-phenyl]-4,5-dihydro-isoxazole